BrC1=CC=C(C=C1)S(=O)(=O)NC1=CC=C(C(=O)NC=2C=C(C=CC2)C)C=C1 4-((4-bromophenyl)sulfonamido)-N-(m-tolyl)benzamide